C1(CC1)C(C=C)=O cyclopropylprop-2-en-1-one